3-amino-6-(2,6-dimethylpyridin-4-yl)-N-(2-ethylbenzyl)-5-(4-fluorophenyl)pyrazine-2-carboxamide NC=1C(=NC(=C(N1)C1=CC=C(C=C1)F)C1=CC(=NC(=C1)C)C)C(=O)NCC1=C(C=CC=C1)CC